6-methyl-7,8-dihydro-6H-cyclopenta[e][1,2,4]triazolo[4,3-a]pyridine-4-carboxylic acid CC1CCC2=C1C=C(C=1N2C=NN1)C(=O)O